OC1=C(C=CC(=C1)O)C=1C(OC2=C(C1)C(=C(C(=C2)O)CC=C(C)C)OC)=O 3-(2,4-dihydroxyphenyl)-7-hydroxy-5-methoxy-6-(3-methyl-2-butenyl)-2H-1-benzopyran-2-one